C(C)(C)(C)OC(=O)NC1(CC(C1)O)C(=O)OCC ethyl 1-[(tert-butoxycarbonyl) amino]-3-hydroxycyclobutane-1-carboxylate